C[C@@H]1O[C@@H](CN(C1)C1=CC(=CC(=N1)C1=NC2=CC(=NC=C2C=C1)CNC(C1=CC(=C(C=C1)C)S(=O)(=O)C)=O)C(C)O)C N-((2-(6-((cis)-2,6-dimethylmorpholino)-4-(1-hydroxyethyl)pyridin-2-yl)-1,6-naphthyridin-7-yl)methyl)-4-methyl-3-(methylsulfonyl)benzamide